(1S,4S)-4-(8-((3-chloro-5-fluorophenyl)amino)-2-((4-methyltetrahydro-2H-pyran-4-yl)amino)-9H-purin-9-yl)cyclohexane-1-carboxamide ClC=1C=C(C=C(C1)F)NC=1N(C2=NC(=NC=C2N1)NC1(CCOCC1)C)C1CCC(CC1)C(=O)N